C(C)OC(=O)N1CC2(C1)C[C@@H](CC2)N2CCN(CC2)C2=NC=CC=C2C=2C=NC(=NC2)C (6R)-6-{4-[3-(2-methylpyrimidin-5-yl)pyridin-2-yl]piperazin-1-yl}-2-azaspiro[3.4]octane-2-carboxylic acid ethyl ester